N(=[N+]=[N-])C1CN(C1)C(=O)OC(C)(C)C tertbutyl 3-azidoazetidine-1-carboxylate